1-(7-methoxybenzofuran-2-yl)-2,2-dimethylhex-5-en-1-one COC1=CC=CC=2C=C(OC21)C(C(CCC=C)(C)C)=O